N-(4-(3-fluoroazetidin-1-yl)-3-methylphenyl)-N-methyl-2-(4-methyl-6-(trifluoromethyl)pyrimidin-2-yl)-5-oxopyrazolidine-3-carboxamide FC1CN(C1)C1=C(C=C(C=C1)N(C(=O)C1N(NC(C1)=O)C1=NC(=CC(=N1)C)C(F)(F)F)C)C